2-(2-chloro-6-fluorophenyl)naphthalen-1-ol ClC1=C(C(=CC=C1)F)C1=C(C2=CC=CC=C2C=C1)O